7-chloro-5-(6-methylpyridin-2-yl)pyrazolo[1,5-a]pyrimidine ClC1=CC(=NC=2N1N=CC2)C2=NC(=CC=C2)C